1-(1-(2-fluoroacryloyl)azetidin-3-yl)-N-(1-methyl-1H-pyrazol-4-yl)-3-(4-(trifluoromethyl)phenyl)-1H-indazole-7-carboxamide FC(C(=O)N1CC(C1)N1N=C(C2=CC=CC(=C12)C(=O)NC=1C=NN(C1)C)C1=CC=C(C=C1)C(F)(F)F)=C